C(=C)OC1=NN(C=C1)C(=O)OC(C)(C)C Tert-Butyl 3-(vinyloxy)-1H-pyrazole-1-carboxylate